4-(1-benzothien-2-yl)-4-methylpiperidine hydrochloride Cl.S1C(=CC2=C1C=CC=C2)C2(CCNCC2)C